N=C(NCC(F)(F)F)NC1=NN(C=C1)CCCCC(=O)N 3-((imino((2,2,2-trifluoroethyl)amino)methyl)amino)-1H-pyrazole-1-pentanamide